(2,4-difluorophenyl)sulfonamide FC1=C(C=CC(=C1)F)S(=O)(=O)N